IC=1C=CC(=C(C(=O)NC2=CC=C(C=C2)S(=O)(=O)N2CCC(CC2)CCC(C)C)C1)N(S(=O)(=O)C)C 5-iodo-N-(4-((4-isopentylpiperidin-1-yl)sulfonyl)phenyl)-2-(N-methylmethylsulfonamido)benzamide